1-(2-(3-((2-methoxy-4-(methyl-sulfonyl)phenyl)amino)prop-1-yn-1-yl)-3-(2,2,2-trifluoroethyl)benzo[b]thiophen-7-yl)-N4,N4-dimethylcyclohexane-1,4-diamine COC1=C(C=CC(=C1)S(=O)(=O)C)NCC#CC1=C(C2=C(S1)C(=CC=C2)C2(CCC(CC2)N(C)C)N)CC(F)(F)F